C(CCCC)N1C(CCC1)=O N-pentyl-pyrrolidone